boric acid compound with carbazole C1=CC=CC=2C3=CC=CC=C3NC12.B(O)(O)O